FCCCN1C[C@H](CC1)OC1=CC=C(C=C1)C1=C(CCCC2=C1C=CC(=C2)B2OC(C(O2)(C)C)(C)C)C2=CC=CC=C2 (S)-1-(3-fluoropropyl)-3-(4-(8-phenyl-3-(4,4,5,5-tetramethyl-1,3,2-dioxaborolan-2-yl)-6,7-dihydro-5H-benzo[7]annulen-9-yl)phenoxy)pyrrolidine